ClC1=C(C(=NC=C1)OC)N1CCC(CC1)N 4'-Chloro-2'-methoxy-3,4,5,6-tetrahydro-2H-[1,3']bipyridinyl-4-ylamine